C1(=CC=C(C=C1)[C@@H]([C@@H](C=C)CSC1=CC=CC=C1)O)C1=CC=CC=C1 (1R,2R)-1-([1,1'-biphenyl]-4-yl)-2-((phenylthio)methyl)but-3-en-1-ol